[K].CNC(OC(N1C(C(C1)S(NC(NC1=C2CCCC2=CC=2CCCC12)=O)(=O)=O)C(C)(C)C)=NC(=O)OC(C)(C)C)=O tert-Butyl-(((tert-butoxycarbonyl)imino)(3-(N-((1,2,3,5,6,7-hexahydro-s-indacen-4-yl)carbamoyl)sulfamoyl)azetidin-1-yl)methyl) (methyl)carbamate, Potassium Salt